C(#N)CN(C(C1=CN=C(C=C1NC(C)C)NC1=NC(=NC=C1)N1C[C@H]([C@H](CC1)OC)F)=O)C N-(cyanomethyl)-6-((2-(cis-3-fluoro-4-methoxypiperidin-1-yl)pyrimidin-4-yl)amino)-4-(isopropylamino)-N-methylnicotinamide